tert-butyl 2-(7-vinylphthalazin-1-yl)-2,7-diazaspiro[3.5]nonane-7-carboxylate C(=C)C1=CC=C2C=NN=C(C2=C1)N1CC2(C1)CCN(CC2)C(=O)OC(C)(C)C